N1C(=CCC=C1)C(=O)[O-] 1,4-dihydropyridine-2-carboxylate